4-(2-(2-(2-isopropylphenyl)-4-((tetrahydro-2H-pyran-4-yl)methyl)piperazin-1-yl)-7-azaspiro[3.5]nonan-7-yl)benzamide C(C)(C)C1=C(C=CC=C1)C1N(CCN(C1)CC1CCOCC1)C1CC2(C1)CCN(CC2)C2=CC=C(C(=O)N)C=C2